O[C@]12[C@@H]3CC[C@@H]4C[C@H](CC[C@@]4([C@H]3CC[C@@]2([C@H](CC1)C=1COC(C1)=O)C)C)NC(=O)N1CCOCC1 N-((3S,5R,8R,9S,10S,13R,14S,17R)-14-hydroxy-10,13-dimethyl-17-(5-oxo-2,5-dihydrofuran-3-yl)hexadecahydro-1H-cyclopenta[a]phenanthren-3-yl)morpholine-4-carboxamide